NC1=NC(=C(C=2N1C(N(N2)CC2=NC(=C(C=C2)F)N)=O)C2=CC(=NC(=C2)CO)Cl)C2=CC=CC=C2 5-amino-2-[(6-amino-5-fluoro-2-pyridinyl)methyl]-8-[2-chloro-6-(hydroxymethyl)-4-pyridinyl]-7-phenyl-[1,2,4]triazolo[4,3-c]pyrimidin-3-one